methyl-6-oxo-4-(3-phenoxyphenyl)-4,5,6,7-tetrahydro-2H-pyrazolo[3,4-b]pyridine-5-carbonitrile CN1N=C2NC(C(C(C2=C1)C1=CC(=CC=C1)OC1=CC=CC=C1)C#N)=O